4-(didecylamino)butanoic acid C(CCCCCCCCC)N(CCCC(=O)O)CCCCCCCCCC